C(CCCCCC)(=O)O.C(CCCCCC)(=O)OC methyl heptanoate (enanthate)